CN1CCC(CC1)C(=O)Cl N-methyl-4-piperidineformyl chloride